C(=C)OC1(CC2=CC([C@H]3[C@@H]4CC[C@H](C(C)=O)[C@]4(CC[C@@H]3[C@]2(CC1)C)C)=O)OC=C pregna-5-ene-3,7,20-trione divinyl ketal